C1(CCCCCC1)[C@@H](C(=O)NC1=C(C=C(C=C1)CC(NCCC)=O)F)NC(=O)C1=CC=NN1CC (S)-N-(1-cycloheptyl-2-((2-fluoro-4-(2-oxo-2-(propylamino)ethyl)phenyl)amino)-2-oxoethyl)-1-ethyl-1H-pyrazole-5-carboxamide